2-[(Pyridin-2-yl)methyl]-8-(trifluoromethyl)-4,5-dihydro-2H-furo[2,3-g]indazole-7-carboxylic acid N1=C(C=CC=C1)CN1N=C2C3=C(CCC2=C1)OC(=C3C(F)(F)F)C(=O)O